N1(CCOCC1)C1CC(C1)N1N=C(C(=C1)C1=C(N=C(O1)C=1C=NNC1)C(=O)N)C1=NC=CN=C1 (1-((1s,3s)-3-morpholinylcyclobutyl)-3-(pyrazin-2-yl)-1H-pyrazol-4-yl)-2-(1H-pyrazol-4-yl)oxazole-4-carboxamide